OCCNC(C1=CC(=CC=C1)C1=NC=NC(=C1)NC1=CC=C(C=C1)OC(F)(F)F)=O N-(2-Hydroxyethyl)-3-(6-(4-(trifluoromethoxy)phenylamino)pyrimidin-4-yl)benzamide